C(C1=CC=C(C=C1)NC(OCCCCOC=C)=O)C1=CC=C(C=C1)NC(OCCCCOC=C)=O bis[4-(vinyloxy)butyl] (methylenedi-1,4-phenylene)biscarbamate